(R)-2,7-dichloro-8-fluoro-5-(2-(piperidin-2-yl)ethoxy)pyrido[4,3-d]pyrimidin ClC=1N=CC2=C(N1)C(=C(N=C2OCC[C@@H]2NCCCC2)Cl)F